[C-]1(C=CC=C1)C[N+](CC(C)[N+](C)(C)C)(C)C.[CH-]1C=CC=C1.[Fe+2] N1-ferrocenylmethyl-N1,N1,N2,N2,N2-pentamethylpropane-1,2-diaminium